2-(3-Bromophenyl)butan-2-ol BrC=1C=C(C=CC1)C(C)(CC)O